FC(C(=O)O)(F)F.ClC1=CC(=C(COC=2C(=NC=CN2)C2CCN(CC2)CC=2N(C3=C(C=NC(=C3)C(=O)O)N2)C)C=C1)F 2-[(4-{3-[(4-chloro-2-fluorobenzyl)oxy]pyrazin-2-yl}piperidin-1-yl)methyl]-1-methyl-1H-imidazo[4,5-c]pyridine-6-carboxylic Acid, Trifluoroacetate Salt